C1(CC1)CCNC(=O)C1=CC(=NN1[C@@H](C)C1=CC=CC=C1)C(=O)NC (S)-N5-(2-Cyclopropylethyl)-N3-methyl-1-(1-phenylethyl)-1H-pyrazole-3,5-dicarboxamide